pyridin-2-yl 6-bromo-3-(((1R,3S)-3-((tert-butoxycarbonyl)amino)cyclopentyl)oxy)picolinate BrC1=CC=C(C(=N1)C(=O)OC1=NC=CC=C1)O[C@H]1C[C@H](CC1)NC(=O)OC(C)(C)C